NC=1C=2N(C3=CC(=C(C=C3N1)F)C(=O)N(C(C)C=1N=NC(=CC1)C(F)(F)F)C)C=NC2 4-amino-7-fluoro-N-methyl-N-(1-(6-(trifluoromethyl)pyridazin-3-yl)ethyl)imidazo[1,5-a]quinoxaline-8-formamide